(R,R) or (S,R)-4-(cyclopropyl(dimethylamino)methyl)-N'-((1,2,3,5,6,7-hexahydro-s-indacen-4-yl)carbamoyl)benzenesulfonimidamide C1(CC1)[C@H](C1=CC=C(C=C1)[S@@](=O)(N)=NC(NC1=C2CCCC2=CC=2CCCC12)=O)N(C)C |o1:10|